CN1C(CCC2=CC(=CN=C12)C=1C=NC=C(C1)N1CC2(C1)CN(C2)C(=O)C=2C=NN(C2)C)=O 1-methyl-6-(5-(6-(1-methyl-1H-pyrazole-4-carbonyl)-2,6-diazaspiro[3.3]heptane-2-yl)pyridin-3-yl)-3,4-dihydro-1,8-naphthyridin-2(1H)-one